C(C)(=O)O[C@H]1[C@@H](O[C@@H]([C@H]([C@@H]1OC(C)=O)OC(C)=O)C(=O)OC)OC1=C(C=C(C=C1)CO[Si](C)(C)C(C)(C)C)C=O (2S,3R,4S,5S,6S)-2-(4-(((tert-butyldimethylsilyl)oxy)methyl)-2-formylphenoxy)-6-(methoxycarbonyl)tetrahydro-2H-pyran-3,4,5-triyl triacetate